C1(CC1)C(=O)NC1=NC=C(C(=O)NC([2H])([2H])[2H])C(=C1)NC1=C(C=2N(C=C1)N=CC2C)OC 6-(Cyclopropanecarboxamido)-4-((4-methoxy-3-methylpyrazolo[1,5-a]pyridin-5-yl)amino)-N-(methyl-d3)nicotinamide